CS(=O)(=O)C=1C=C2C=C(NC2=CC1)C(=O)N 5-(methylsulfonyl)-1H-indole-2-carboxamide